N-[3-Fluoro-4-[(7-methoxy-1,5-naphthyridin-4-yl)oxy]phenyl]-1-(4-fluorophenyl)-2-methyl-6-oxopyrimidine-5-carboxamide FC=1C=C(C=CC1OC1=CC=NC2=CC(=CN=C12)OC)NC(=O)C1=CN=C(N(C1=O)C1=CC=C(C=C1)F)C